CC=1SC(=CN1)C(=O)NC1=CC(=CC=C1)C=1N=C(C2=C(N1)C=C(S2)C=2C=NC=CC2)N2CCOCC2 2-methyl-N-(3-(4-morpholino-6-(pyridin-3-yl)thieno[3,2-d]pyrimidin-2-yl)phenyl)thiazole-5-carboxamide